C(C)(C)(C)OC(=O)N1CCC(CC1)N1N=C2C=C(C=CC2=C1)Br 4-(6-bromo-2H-indazol-2-yl)piperidine-1-carboxylic acid tert-butyl ester